4-(8-(1-propenylpyrrolidin-3-yl)quinazolin-6-yl)-3-chloro-N-(4-cyclopropylpyridin-2-yl)benzamide C(=CC)N1CC(CC1)C=1C=C(C=C2C=NC=NC12)C1=C(C=C(C(=O)NC2=NC=CC(=C2)C2CC2)C=C1)Cl